5-cyano-2-(4-(2,4-difluorophenoxy)piperidin-1-yl)phenyl-1-methyl-2-oxo-1,2,5,6,7,8-hexahydroquinoline-3-carboxamide C(#N)C=1C=CC(=C(C1)C1=C(C(N(C=2CCCCC12)C)=O)C(=O)N)N1CCC(CC1)OC1=C(C=C(C=C1)F)F